C(C)N(CCNC(=O)C=1C(=C(NC1C)C=C1C(NC2=CC(=CC=C12)NC(C(C(=O)N)(C)C)=O)=O)C)CC (3-((4-((2-(diethylamino)ethyl)carbamoyl)-3,5-dimethyl-1H-pyrrol-2-yl)methylene)-2-oxindol-6-yl)-2,2-dimethylpropanediamide